CN(CC#CC1=CC(=C(C=C1)O)F)C 4-(3-(dimethylamino)prop-1-yn-1-yl)-2-fluorophenol